ClC=1C(=C(C(=CC1)C#N)C1=CN=C(C(=N1)C(=O)NC=1C=NN(C1)[C@@H](CO)C=1C=NC(=NC1)N1C([C@@H]2C[C@@H]2C1)=O)C)F |o1:23| 6-(3-Chloro-6-cyano-2-fluorophenyl)-N-(1-((R or S)-2-hydroxy-1-(2-((1R,5S)-2-oxo-3-azabicyclo[3.1.0]hexan-3-yl)pyrimidin-5-yl)ethyl)-1H-pyrazol-4-yl)-3-methylpyrazine-2-carboxamide